C[C@H]1O[C@H](CN(C1)C(=O)C=1SC(=CC1)C1=C(C(=C(C(=C1)F)F)OC)F)C ((2r,6s)-2,6-dimethylmorpholino)(5-(2,4,5-trifluoro-3-methoxyphenyl)thiophen-2-yl)methanone